((S)-1-hydroxyethyl)-4-methylbenzamide chromate [Cr](=O)(=O)(O)O.O[C@@H](C)C1=C(C(=O)N)C=CC(=C1)C